(2S,5'R)-7-chloro-1',4-dimethoxy-5'-methyl-3,3'-dioxo-spiro[benzofuran-2,6'-cyclohexene]-6-carboxylate ClC1=C(C=C(C=2C([C@@]3([C@@H](CC(C=C3OC)=O)C)OC21)=O)OC)C(=O)[O-]